OC1=C(C=C(C=C1)C=1N=C2N(C=CN=C2)C1NC1=CC=C(C(=O)O)C=C1)OC 4-[[2-(4-hydroxy-3-methoxyphenyl)imidazo[1,2-a]pyrazin-3-yl]amino]benzoic acid